cis-2-[5-(5-Chloropyridin-3-yl)-2-methyl-1,3-thiazol-4-carbonyl]-3-[(4-fluorophenoxy)methyl]-4-methyl-2-azabicyclo[3.1.1]heptan ClC=1C=C(C=NC1)C1=C(N=C(S1)C)C(=O)N1C2CC(C(C1COC1=CC=C(C=C1)F)C)C2